C[C@H]1N(CCN(C1=O)C)CCOC1=CC=C(C=C1)C=1C=C2C=CC(=CC2=CC1)C=1C2=C(C(NC1)=O)N(C=C2)S(=O)(=O)C2=CC=C(C)C=C2 (R)-4-{6-[4-(2-(2,4-dimethyl-3-oxopiperazin-1-yl)ethoxy)phenyl]naphthalen-2-yl}-1-tosyl-1H-pyrrolo[2,3-c]pyridin-7(6H)-one